4-((2-(((1,4-dimethyl-1H-pyrazol-3-yl)(1-methylcyclopentyl)methyl)amino)-3,4-dioxocyclobut-1-en-1-yl)amino)-3-hydroxy-N,N-dimethylpicolinamide CN1N=C(C(=C1)C)C(C1(CCCC1)C)NC1=C(C(C1=O)=O)NC1=C(C(=NC=C1)C(=O)N(C)C)O